2-(2-(2-methoxyethoxy)ethoxy)ethyl methanesulfonate CS(=O)(=O)OCCOCCOCCOC